C(CCCCCC(C)(C)C)(=O)[O-].C[Sn+2]C.C(CCCCCC(C)(C)C)(=O)[O-] Dimethyl-tin neodecanoate